ClC1=NC(=CC=C1CN(C(CC(=O)OC(C)(C)C)=C=O)CC1=CC=C(C=C1)OC)Cl tert-butyl 3-(((2,6-dichloropyridin-3-yl) methyl) (4-methoxybenzyl) amino)-3-carbonylpropionate